C1=CN=C2N1C1=C(OCC2)C=CC(=C1)C(=O)[O-].[Li+] lithium 4,5-dihydrobenzo[b]imidazo[1,2-d][1,4]oxazepine-9-carboxylate